dihydro-3-(2,7-octadien-1-yl)-2,5-furandione C(C=CCCCC=C)C1C(OC(C1)=O)=O